(2R)-N-((R)-(2-fluoro-4-(trifluoromethoxy)phenyl)(trans-3-(trifluoromethyl)cyclobutyl)-methyl)-2-methyl-3-oxopiperazine-1-carboxamide FC1=C(C=CC(=C1)OC(F)(F)F)[C@H](NC(=O)N1[C@@H](C(NCC1)=O)C)[C@@H]1C[C@H](C1)C(F)(F)F